6-methyl-N1-(p-tolyl)isoquinoline-1,5-diamine CC1=C(C=2C=CN=C(C2C=C1)NC1=CC=C(C=C1)C)N